ClC1=CC=C(C=C1)C=1C=C2CNCC2=CC1 5-(4-chlorophenyl)isoindolin